2,3-diphenylsuccinonitrile C1(=CC=CC=C1)C(C#N)C(C#N)C1=CC=CC=C1